CSC=1SC=CC1 (methylsulfanyl)thiophene